Br.F[B-](F)(F)F.[H+] Fluoroboric acid HBr